2-(4,4-difluoro-1-piperidinyl)ethylamine FC1(CCN(CC1)CCN)F